(S)-2-((4-(3-((4-cyano-2-fluorobenzyl)oxy)-4-ethyl-1H-pyrazol-1-yl)piperidin-1-yl)methyl)-1-(oxetan-2-ylmethyl)-1H-benzo[d]imidazole-6-carboxylic acid methyl ester COC(=O)C=1C=CC2=C(N(C(=N2)CN2CCC(CC2)N2N=C(C(=C2)CC)OCC2=C(C=C(C=C2)C#N)F)C[C@H]2OCC2)C1